FC(S(=O)(=O)OC1=C(C=C(C=C1)Cl)C1=CC=C(C=C1)F)(F)F [4-Chloro-2-(4-fluorophenyl)phenyl] trifluoromethanesulfonate